3-(5-(4-((4-((4'-chloro-[1,1'-biphenyl]-2-yl)methyl)piperazin-1-yl)methyl)phenyl)-1-oxoisoindolin-2-yl)piperidine-2,6-dione ClC1=CC=C(C=C1)C1=C(C=CC=C1)CN1CCN(CC1)CC1=CC=C(C=C1)C=1C=C2CN(C(C2=CC1)=O)C1C(NC(CC1)=O)=O